C(C)(C)(C)OC(=O)N1CC(CC1)N1CCCC2=CC(=CC(=C12)B(O)O)Cl (1-(1-(tert-butoxycarbonyl)pyrrolidin-3-yl)-6-chloro-1,2,3,4-tetrahydroquinolin-8-yl)boronic acid